N-(3-(4-((tert-butylsulfinyl)imino)butan-2-yl)-4-fluorophenyl)-4-cyclopropyl-2-(4-fluoro-2-methylphenoxy)-5-(trifluoromethyl)benzamide C(C)(C)(C)S(=O)N=CCC(C)C=1C=C(C=CC1F)NC(C1=C(C=C(C(=C1)C(F)(F)F)C1CC1)OC1=C(C=C(C=C1)F)C)=O